ClC=1C=C2CCN(CC2=CN1)C(=O)OCC1=CC=CC=C1 benzyl 6-chloro-3,4-dihydro-1H-2,7-naphthyridine-2-carboxylate